3-(((7-(2-Aminopyrimidin-4-yl)-2,3-dihydrofuro[3,2-c]pyridin-4-yl)amino)methyl)-N-((1S,3S)-3-fluorocyclobutyl)benzamide NC1=NC=CC(=N1)C=1C2=C(C(=NC1)NCC=1C=C(C(=O)NC3CC(C3)F)C=CC1)CCO2